tert-butyl 3-bromo-6-(4-((tert-butoxycarbonyl) amino)-4-methylpiperidin-1-yl)-1H-pyrazolo[4,3-b]pyridine-1-carboxylate BrC1=NN(C=2C1=NC=C(C2)N2CCC(CC2)(C)NC(=O)OC(C)(C)C)C(=O)OC(C)(C)C